ClC1=C(SC=2C1=NC(=CC2NCC=2OC=CC2)Cl)C[C@@H](N)C(=O)O 3-(3,5-dichloro-7-([(furan-2-yl)methyl]amino)thieno[3,2-b]pyridin-2-yl)-D-alanine